C(C)C1(OC2=CC=CC=C2C(C1)NC(=O)[C@H]1[C@@H](C1)[C@H](CCOC)N1C(NC(CC1=O)(C)C)=[NH2+])CC [1-[(1S)-1-[(1R,2R)-2-[(2,2-diethylchroman-4-yl)carbamoyl]cyclopropyl]-3-methoxy-propyl]-4,4-dimethyl-6-oxo-hexahydropyrimidin-2-ylidene]ammonium